1-(1-(naphthalen-1-yl)ethyl)-1H-pyrazole C1(=CC=CC2=CC=CC=C12)C(C)N1N=CC=C1